ClC1=CC(=C(COC2=CC=CC(=N2)C23CCN(CC3C2)CC2=NC3=C(N2C[C@H]2OCC2)C=C(C=C3)C(=O)O)C=C1)OC 2-((6-(6-((4-chloro-2-methoxybenzyl)oxy)pyridin-2-yl)-3-azabicyclo[4.1.0]heptan-3-yl)methyl)-1-(((S)-oxetan-2-yl)methyl)-1H-benzo[d]imidazole-6-carboxylic acid